1-amino-4-methyl-1,2,4-triazole boron [B].NN1N=CN(C1)C